2-{[7-amino-4-(1-methyl-1H-indazol-6-yl)-1-oxo-2,3-dihydro-1H-isoindol-2-yl]methyl}-3-(morpholin-4-yl)propanenitrile NC=1C=CC(=C2CN(C(C12)=O)CC(C#N)CN1CCOCC1)C1=CC=C2C=NN(C2=C1)C